(2S)-2-[9H-fluoren-9-ylmethoxycarbonyl(methyl)amino]pentanoic acid C1=CC=CC=2C3=CC=CC=C3C(C12)COC(=O)N([C@H](C(=O)O)CCC)C